(S)-3-((3,3-dimethylbutyl)amino)-4-oxobutyric acid CC(CCN[C@@H](CC(=O)O)C=O)(C)C